CN(C(=O)N1N=C(N=C1SCC(=O)OCC)C(C)(C)C)C ethyl [[1-[(dimethylamino)carbonyl]-3-(1,1-dimethylethyl)-1H-1,2,4-triazol-5-yl]thio]acetate